OCCN1C(CC(CC1(C)C)O)(C)C 2-hydroxylethyl-4-hydroxy-2,2,6,6-tetramethylpiperidine